C(#N)C1=CC(=C(C=C1)C1=CC(=CC=C1)C(=O)O)C1=NN=CN1C 4'-cyano-2'-(4-methyl-1,2,4-triazol-3-yl)-[1,1'-biphenyl]-3-carboxylic acid